(1-((2S,4S)-1-acetyl-2-(cyanomethyl)piperidin-4-yl)-8-chloro-6-fluoro-4-((S)-1-((S)-1-methylpyrrolidin-2-yl)ethoxy)-1H-pyrrolo[3,2-c]quinolin-7-yl)-1-naphthyridinecarbonitrile C(C)(=O)N1[C@@H](C[C@H](CC1)N1C=CC=2C(=NC=3C(=C(C(=CC3C21)Cl)C2N(C1=NC=CC=C1C=C2)C#N)F)O[C@@H](C)[C@H]2N(CCC2)C)CC#N